1,2-dihexadecanoyl-sn-glycero-3-phosphocholine C(CCCCCCCCCCCCCCC)(=O)OC[C@@H](OC(CCCCCCCCCCCCCCC)=O)COP(=O)([O-])OCC[N+](C)(C)C